CON(C(CC1CC(C1)NC(OC(C)(C)C)=O)=O)C tert-butyl (3-(2-(methoxy(methyl)amino)-2-oxo-ethyl)cyclobutyl)carbamate